Cl.COC(C1=NC=C(C(=C1)C#N)OCC1CCNCC1)=O 4-cyano-5-(piperidin-4-ylmethoxy)picolinic acid methyl ester hydrochloride